O=C1CC(CC1)C(=O)NC1=C(CCCC1)C(=O)OCC ethyl 2-(3-oxocyclopentane-1-carboxamido)cyclohex-1-ene-1-carboxylate